(2R,4R)-1-cyano-N-[2-[(3-hydroxy-3-methyl-cyclobutyl)amino]-2-oxo-1-(3-pyridyl)ethyl]-4-methoxy-N-[4-(pentafluoro-λ6-sulfanyl)phenyl]pyrrolidine-2-carboxamide C(#N)N1[C@H](C[C@H](C1)OC)C(=O)N(C1=CC=C(C=C1)S(F)(F)(F)(F)F)C(C(=O)NC1CC(C1)(C)O)C=1C=NC=CC1